N1N=NC2=NC(=CC=C21)C=2C=C(C(=O)NC1=CC=C(C=C1)OCCC1=CC=CC=C1)C=C(C2)NS(=O)(=O)C 3-(1H-[1,2,3]triazolo[4,5-b]pyridin-5-yl)-5-(methylsulfonamido)-N-(4-phenethoxyphenyl)benzamide